N,N'-(2,2'-dimethyl-[1,1'-biphenyl]-3,3'-diyl)bis(4-cyclopropyl-5-formylpyridinecarboxamide) CC1=C(C=CC=C1NC(=O)C1=NC=C(C(=C1)C1CC1)C=O)C1=C(C(=CC=C1)NC(=O)C1=NC=C(C(=C1)C1CC1)C=O)C